C(C)N(C(OC1=C(C=CC=C1)Cl)=O)C1=C(N=NN1CC#N)C1=NC(=C(C=C1)NS(=O)(=O)C)C (R)-1-(2-chlorophenyl) ethyl(1-(cyanomethyl)-4-(6-methyl-5-(methylsulfonamido) pyridin-2-yl)-1H-1,2,3-triazol-5-yl)carbamate